(R)-4-(3-methyl-1H-pyrrolo[2,3-b]pyridin-4-yl)-N-(pyrrolidin-2-ylmethyl)-3,4-dihydro-2H-1,4-thiazine-6-carboxamide hydrochloride Cl.CC1=CNC2=NC=CC(=C21)N2CCSC(=C2)C(=O)NC[C@@H]2NCCC2